CNC(=O)NC1=NC2=C(N1)C=CC(=C2)C2=NNC(C1=CC=CC=C21)=O 1-Methyl-3-(5-(4-oxo-3,4-dihydrophthalazin-1-yl)-1H-benzimidazol-2-yl)urea